N1C(CCCC1)CCNCCN N-2-piperidinylethyl-ethylenediamine